4-(2,6-dimethylpyridin-3-yl)-2-(3,6-diphenyl-9H-carbazol-9-yl)benzonitrile CC1=NC(=CC=C1C1=CC(=C(C#N)C=C1)N1C2=CC=C(C=C2C=2C=C(C=CC12)C1=CC=CC=C1)C1=CC=CC=C1)C